4-((4-(3,5-dichloropyridin-4-yl)piperazin-1-yl)(1-isopropyl-1H-tetrazol-5-yl)methyl)quinoline ClC=1C=NC=C(C1N1CCN(CC1)C(C1=CC=NC2=CC=CC=C12)C1=NN=NN1C(C)C)Cl